methylenebis[2-[(2,4-dihydroxyphenyl)methyl]-3,6-dimethylphenol] C(C1=C(C(=C(C(=C1)C)O)CC1=C(C=C(C=C1)O)O)C)C1=C(C(=C(C(=C1)C)O)CC1=C(C=C(C=C1)O)O)C